(1E)-N-(trimethylsilyl)-1-[(trimethylsilyl)oxy]ethanimine C[Si](/N=C(\C)/O[Si](C)(C)C)(C)C